2-(4-(4-(benzyloxy)benzyl)-3,5-dimethoxyphenyl)-4,4,5,5-tetramethyl-1,3,2-dioxaborolane C(C1=CC=CC=C1)OC1=CC=C(CC2=C(C=C(C=C2OC)B2OC(C(O2)(C)C)(C)C)OC)C=C1